C1(CC1)C(=O)C1=CC(=C(COC2=CC=CC(=N2)C2CCNCC2)C=C1OC)F 4-(6-((4-(cyclopropanecarbonyl)-2-fluoro-5-methoxybenzyl)oxy)-pyridin-2-yl)piperidin